8-((2s,5r)-4-(1-(3-fluoro-4-(trifluoromethoxy)phenyl)ethyl)-2,5-dimethylpiperazin-1-yl)-5-methyl-6-oxo-5,6-dihydro-1,5-naphthyridine-2-carbonitrile FC=1C=C(C=CC1OC(F)(F)F)C(C)N1C[C@@H](N(C[C@H]1C)C1=CC(N(C=2C=CC(=NC12)C#N)C)=O)C